methyl 5-chloro-1-hydrazineylidene-2,3-dihydro-1H-indene-2-carboxylate ClC=1C=C2CC(C(C2=CC1)=NN)C(=O)OC